9-Benzyl-8-(2-chloro-4-(2-(piperazin-1-yl)ethoxy)phenyl)-6-((1,1,1-trifluoro-2-methylpropan-2-yl)oxy)-9H-purine C(C1=CC=CC=C1)N1C2=NC=NC(=C2N=C1C1=C(C=C(C=C1)OCCN1CCNCC1)Cl)OC(C(F)(F)F)(C)C